FC1=C(C=C2C(=CNC2=C1)CCN(C)C)OC 6-fluoro-5-methoxy-3-(N,N-dimethylaminoethyl)indole